3-(4-(4-methylpiperidin-1-yl)pyrimidin-2-yl)-6-(trifluoromethyl)imidazo[1,2-a]pyrazine CC1CCN(CC1)C1=NC(=NC=C1)C1=CN=C2N1C=C(N=C2)C(F)(F)F